CN1C([C@@H](CC1)NC1=NC=2C=CC=CC2C=2N1N=C(N2)C2=C(C=CC=C2)OC(F)(F)F)=O (3R)-1-methyl-3-({2-[2-(trifluoromethoxy)phenyl][1,2,4]triazolo[1,5-c]quinazolin-5-yl}amino)pyrrolidin-2-one